ClC=1N=NC(=CC1C1CC1)Cl 3,6-dichloro-4-cyclopropylpyridazine